NC1=CC=C(C(=N1)C1=C(C=CC=C1)CCCCCCNC(OC(C)(C)C)=O)N1N=C(C=C1)OCC(C(F)(F)F)(C)C tert-butyl N-[6-[2-[6-amino-3-[3-(3,3,3-trifluoro-2,2-dimethyl-propoxy)pyrazol-1-yl]-2-pyridyl]phenyl]hexyl]carbamate